C(C)(C)(C)OC(=O)C1CCN(CC1)C=1SC=C(N1)C(=O)OCC ethyl 2-(4-(tert-butoxycarbonyl)piperidin-1-yl)thiazole-4-carboxylate